methyl 4-(2-(2-aminopyridin-3-yl)-5-((tert-butoxycarbonyl)amino)-3H-imidazo[4,5-b]pyridin-3-yl)benzoate NC1=NC=CC=C1C1=NC=2C(=NC(=CC2)NC(=O)OC(C)(C)C)N1C1=CC=C(C(=O)OC)C=C1